CN1N=NC2=C1C=CC(=C2C)C(C(C(=O)OC)(C)C)C2=CC(=C(C=C2)C)CN2C[C@H](OC1=CC=C3C=CC=NC3=C1C2)CC methyl 3-(1,4-dimethyl-1H-benzo[d][1,2,3]triazol-5-yl)-3-(3-(((R)-8-ethyl-8,9-dihydro-[1,4]oxazepino[7,6-h]quinolin-10(11H)-yl)methyl)-4-methylphenyl)-2,2-dimethylpropanoate